2-(6-bromo-4-methylpyridin-2-yl)-9-oxa-2,6-diazaspiro[4.5]decane BrC1=CC(=CC(=N1)N1CC2(CC1)NCCOC2)C